OC1=CC=C(C=C1)C(C)(C)C1=CC(=CC(=C1)C(C)(C)C1=CC=C(C=C1)O)C(C)(C)C1=CC=C(C=C1)O 1,3,5-tris[(p-hydroxyphenyl)isopropyl]benzene